1,2,4-oxadiazolidine O1NCNC1